METHANOINDEN-6-YL PIVALATE C(C(C)(C)C)(=O)OC1=CC=C2C=C3C(C2=C1)C3